[5-(CYCLOBUTOXYMETHYL)-2-METHOXYPHENYL]BORANEDIOL C1(CCC1)OCC=1C=CC(=C(C1)B(O)O)OC